4-(benzyloxy)-2-hydroxy-6-vinylbenzaldehyde C(C1=CC=CC=C1)OC1=CC(=C(C=O)C(=C1)C=C)O